9-(6-chloro-3-oxo-2,3-dihydropyridazin-4-yl)-1-(3,4-difluorophenyl)-1,9-diazaspiro[5.5]undecane-2-one ClC=1C=C(C(NN1)=O)N1CCC2(CCCC(N2C2=CC(=C(C=C2)F)F)=O)CC1